1-(2-isopropylphenyl)-3-[(E)-[1-methyl-3-[N-[4-(trifluoromethoxy)phenyl]carbamimidoyl]pyrazolo[3,4-b]pyridin-6-yl]methyleneamino]thiourea C(C)(C)C1=C(C=CC=C1)NC(=S)N/N=C/C1=CC=C2C(=N1)N(N=C2C(NC2=CC=C(C=C2)OC(F)(F)F)=N)C